C1CCC/C(=C\CC1)/C/2=N/NCCCCC2 Diazabicyclooctene